FC1=C(CN(C(=O)N2CCS(CC2)(=O)=O)C2=CC(=CC=C2)F)C=CC(=C1)C(=O)NN N-(2-fluoro-4-(hydrazinocarbonyl)benzyl)-N-(3-fluorophenyl)thiomorpholine-4-carboxamide 1,1-dioxide